3,4-dichloro-D-phenylalanine ClC=1C=C(C[C@@H](N)C(=O)O)C=CC1Cl